C(CC)(=O)OCCCC1OCCC1 3-(tetrahydrofuran-2-yl)-propyl propionate